(S)-2,6-dichloro-3-fluorophenetol ClC1=C(C(=CC=C1F)Cl)OCC